3,5-dichloro-4-(3-chloro-2-fluoro-6-(4-chloro-1H-1,2,3-triazol-1-yl)phenyl)pyridin-2(1H)-one ClC=1C(NC=C(C1C1=C(C(=CC=C1N1N=NC(=C1)Cl)Cl)F)Cl)=O